1-(1-phenylpropyl)-1H-imidazole-2-carboxylic acid C1(=CC=CC=C1)C(CC)N1C(=NC=C1)C(=O)O